Ethylen Vinylazetat C(=C)OC(=O)C1=NC=C1.C=C